1-hydroxylethylidene 1,1-diphosphonate P(OC(C)(O)OP([O-])=O)([O-])=O